CC1=C(C(=C(C(=O)OC2=C(NC=CC=C2)CCC=2NC=CC=CC2OC(C2=C(C(=C(C=C2)C)[N+](=O)[O-])OC)=O)C=C1)OC)[N+](=O)[O-] 4'-(ethane-1,2-diylbis(azepinyl)) bis(methyl 2-methoxy-3-nitrobenzoate)